2-(3-(4-(7H-pyrrolo[2,3-d]pyrimidin-4-yl)-1H-pyrazol-1-yl)-1-(methylsulfonyl)azetidin-3-yl)acetamide N1=CN=C(C2=C1NC=C2)C=2C=NN(C2)C2(CN(C2)S(=O)(=O)C)CC(=O)N